6-(3-amino-6-(3-((dimethylamino)methyl)-4-morpholinophenyl)-5-fluoropyrazin-2-yl)-7-fluoro-3,4-dihydroisoquinolin-1(2H)-one NC=1C(=NC(=C(N1)F)C1=CC(=C(C=C1)N1CCOCC1)CN(C)C)C=1C=C2CCNC(C2=CC1F)=O